Cl.N1[C@H](COCC1)CO [(3S)-morpholin-3-yl]methanol hydrochloride